triethanolate titanium isopropoxide CC([O-])C.[Ti+4].C(C)[O-].C(C)[O-].C(C)[O-]